C1=CC=C(C=C1)N(CCO)CCO N,N-dihydroxyethylaniline